(R)-N-(4-((2-((5-(2-cyanopropan-2-yl)-1-(tetrahydrofuran-3-yl)-1H-pyrazol-3-yl)amino)-7-ethyl-1-methyl-1H-imidazo[4,5-b]pyridin-6-yl)oxy)pyridin-2-yl)acetamide C(#N)C(C)(C)C1=CC(=NN1[C@H]1COCC1)NC=1N(C=2C(=NC=C(C2CC)OC2=CC(=NC=C2)NC(C)=O)N1)C